4-[1-(trifluoromethyl)cyclopropyl]-1H-pyridazin-6-one FC(C1(CC1)C=1C=NNC(C1)=O)(F)F